ClC=1C(=NC(=NC1)NC=1C=NN(C1)C)OC=1C=C(C=CC1C(F)(F)F)NC(C=C)=O N-(3-((5-chloro-2-((1-methyl-1H-pyrazol-4-yl)amino)pyrimidin-4-yl)oxy)-4-(trifluoromethyl)phenyl)acrylamide